N(=[N+]=[N-])C(C)C1=NC=CC(=N1)OC 2-(1-azidoethyl)-4-methoxypyrimidine